C1(CCCCC1)NCCC[SiH](OC)OC γ-cyclohexylaminopropyldimethoxysilane